4-((5-(5-chloropyrazolo[1,5-a]pyrimidin-3-yl)thiophen-2-yl)methyl)morpholine ClC1=NC=2N(C=C1)N=CC2C2=CC=C(S2)CN2CCOCC2